C(CC)N(C(C#C)(C)C)CCC 3-di-n-propylamino-3-methyl-but-1-yne